ClC1=CC=C(C=C1)[C@@]1(N(C(C2=CC(=CC=C12)C(C)(C)O)=O)CC1=NC=C(C=C1)Cl)OC([2H])([2H])C1(CC1)C([2H])([2H])O (3R)-3-(4-Chlorophenyl)-2-[(5-chloropyridin-2-yl)methyl]-3-({1-[hydroxy(2H2)methyl]cyclopropyl}(2H2)methoxy)-6-(2-hydroxypropan-2-yl)-2,3-dihydro-1H-isoindol-1-on